N(=[N+]=[N-])CC(=O)C1=C(C=NC=C1)Br 2-azido-1-(3-bromopyridin-4-yl)ethan-1-one